[3-methoxy-4-(1-methyl-1H-1,2,4-triazol-3-yl)pyridin-2-yl]amino-1-N-(2H3)methylpyridazine-3-carboxamide COC=1C(=NC=CC1C1=NN(C=N1)C)NC1=C(NN(C=C1)C([2H])([2H])[2H])C(=O)N